CN(C)CC1=NC2=C(C=CC=C2C=C1)NS(=O)(=O)C=1C=C(C(=O)N)C=CC1 3-(N-(2-((Dimethylamino)methyl)quinolin-8-yl)sulfamoyl)benzamide